C1=C(C=CC2=[O+]C3=CC=CC=C3C=C12)S(=O)(=O)[O-] xanthene-10-ium-2-sulfonate